NCCCCCNC1=C(C=NC2=CC(=C(C=C12)OC)OC)C#N 4-((5-aminopentyl)amino)-6,7-dimethoxyquinoline-3-carbonitrile